(±)-trans-N1-[8-amino-6-(6-methyl-1H-indazol-5-yl)-3-isoquinolyl]cyclopropane-1,2-dicarboxamide NC=1C=C(C=C2C=C(N=CC12)NC(=O)[C@H]1[C@@H](C1)C(=O)N)C=1C=C2C=NNC2=CC1C |r|